N1CCC(CC1)C#CC=1C=2N(C=CC1)C(=CN2)N2C(NC(CC2)=O)=O 1-(8-(piperidin-4-ylethynyl)imidazo[1,2-a]pyridin-3-yl)dihydropyrimidine-2,4(1H,3H)-dione